methyl-[(1r,2s)-2,6-Dimethyl-2,3-dihydro-1H-inden-1-yl] carbamate C(N)(O[C@@]1([C@H](CC2=CC=C(C=C12)C)C)C)=O